FC1=C(C(=O)NC=2C=CC(=NC2)N2N=C(C=C2C(F)(F)F)C2=NOC(C2)(C(=O)OC)C)C(=CC=C1)F Methyl 3-(1-(5-(2,6-difluorobenzamido)pyridin-2-yl)-5-(trifluoromethyl)-1H-pyrazol-3-yl)-5-methyl-4,5-dihydroisoxazole-5-carboxylate